NC=1C(=CC=C(C1)S(=O)(=O)O)S(=O)(=O)O aniline-2,5-disulfonic acid